2-chloro-4-nitro-5-((2,2,2-trifluoroethyl)amino)pyridine 1-oxide ClC1=[N+](C=C(C(=C1)[N+](=O)[O-])NCC(F)(F)F)[O-]